C(C)N(S(=O)(=O)C1=CC=C(C=C1)S(=O)(=O)N1C[C@@H](CCC1)C(=O)N[C@@H]1CC[C@H](CC1)OC)CC (R)-1-((4-(N,N-Diethylsulfamoyl)phenyl)sulfonyl)-N-(trans-4-methoxycyclohexyl)piperidine-3-carboxamide